C(C)(=O)N1CC(CC1)C=1C=CC(=NC1)C1=NN=C(O1)CN(C(CC1=C(C=C(C=C1)C(F)(F)F)C(F)(F)F)=O)C1=CC=C(C=C1)F N-({5-[5-(1-acetyltetrahydro-1H-pyrrol-3-yl)pyridin-2-yl]-1,3,4-oxadiazol-2-yl}methyl)-2-[2,4-bis(trifluoromethyl)phenyl]-N-(4-fluorophenyl)acetamide